O1CCN(CC1)[C@@H]1CC[C@H](CC1)NC1=NC=NC=2NC3=CC=C(C=C3C21)C(=O)OC methyl 4-((trans-4-morpholinocyclohexyl) amino)-9H-pyrimido[4,5-b]indole-6-carboxylate